methyl 3-(5-acetyl-4-fluorothien-2-yl)-3-[3-(hydroxymethyl)-4-methylphenyl]-2-methylpropionate C(C)(=O)C1=C(C=C(S1)C(C(C(=O)OC)C)C1=CC(=C(C=C1)C)CO)F